tert-butyl ((1R)-3-(4-(4-amino-6,7-dimethoxyquinazolin-2-yl)-3-(3-hydroxyphenyl)piperazin-1-yl)-1-(4-fluorophenyl)-3-oxopropyl)(ethyl)carbamate NC1=NC(=NC2=CC(=C(C=C12)OC)OC)N1C(CN(CC1)C(C[C@H](C1=CC=C(C=C1)F)N(C(OC(C)(C)C)=O)CC)=O)C1=CC(=CC=C1)O